3-([1,1'-biphenyl]-4-yl)-N,N-dimethylnaphthalen-1-amine C1(=CC=C(C=C1)C=1C=C(C2=CC=CC=C2C1)N(C)C)C1=CC=CC=C1